5-(3-hydroxypropyl)-3-(2-nitrophenyloxythio)amino-2H-1,2,4-triazole OCCCC=1N=C(NN1)NSOC1=C(C=CC=C1)[N+](=O)[O-]